2,3,3'-tris(trifluoromethyl)benzidine cyclohexyl-(2-ethyl)hexanoate (-)-propyl-lactate C(CC)OC(C(O)C)=O.C1(CCCCC1)C(C(=O)O)(CCCC)CC.FC(C1=C(C=CC(=C1C(F)(F)F)N)C1=CC(=C(N)C=C1)C(F)(F)F)(F)F